dimethyl-5-phenyl-2,4a,5,6,7,7a-hexahydrocyclopenta[4,5]furo[3,2-c]pyrazole-6-carboxamide CC1(C(C(C2C1C1=NNC=C1O2)C2=CC=CC=C2)C(=O)N)C